1-((1-(4-((2,6-dioxopiperidin-3-yl)amino)-2-fluorophenyl)piperidin-4-yl)methyl)piperidine-4-carboxylic acid O=C1NC(CCC1NC1=CC(=C(C=C1)N1CCC(CC1)CN1CCC(CC1)C(=O)O)F)=O